tert-Butyl (2S)-4-(7-(5-chloro-6-methyl-1H-indazol-4-yl)-2-(methylthio)-6,7-dihydro-5H-pyrano[2,3-d]pyrimidin-4-yl)-2-(cyanomethyl)piperazine-1-carboxylate ClC=1C(=C2C=NNC2=CC1C)C1CCC2=C(N=C(N=C2N2C[C@@H](N(CC2)C(=O)OC(C)(C)C)CC#N)SC)O1